6-[5-[3-[[6-[(1-aminocyclopropyl)methoxy]-4-chloro-2,3-dihydro-1H-inden-2-yl]amino]propyl]-2-oxo-1,3-oxazolidin-3-yl]-4H-pyrido[3,2-b][1,4]oxazin-3-one NC1(CC1)COC1=CC(=C2CC(CC2=C1)NCCCC1CN(C(O1)=O)C=1C=CC=2OCC(NC2N1)=O)Cl